FC=1C=CC(=NC1C(F)(F)F)[C@@H](NC(=O)N1[C@@H](C(NCC1)=O)C)C1=CC=C(C=C1)OCC(F)(F)F |o1:11| (2R)-N-((S or R)-(5-fluoro-6-(trifluoro-methyl)pyridin-2-yl)(4-(2,2,2-trifluoro-ethoxy)phenyl)methyl)-2-methyl-3-oxopiperazine-1-carboxamide